FC(COC1=NC=CC(=C1)N1C[C@@H](CC1)NC(OC(C)(C)C)=O)(F)F (R)-tert-butyl (1-(2-(2,2,2-trifluoroethoxy)pyridin-4-yl)pyrrolidin-3-yl)carbamate